CN(S(=O)(=O)N1CCC(CC1)C1(OCCO1)C1=CC=C(C=C1)C=1C=C2C=CC=NC2=CC1)C 4-[2-(4-quinolin-6-yl-phenyl)-1,3-dioxolan-2-yl]-piperidine-1-sulfonic acid dimethylamide